C(C)(C)[Si](CC(CC(C(C(C(F)(F)F)(F)F)(F)F)(F)F)I)(C(C)C)C(C)C triisopropyl-(4,4,5,5,6,6,7,7,7-nonafluoro-2-iodoheptyl)silane